(1S,2S,5R)-1-hydroxy-N-(3-(hydroxymethyl)phenethyl)-2-isopropyl-5-methylcyclohexane-1-carboxamide O[C@@]1([C@@H](CC[C@H](C1)C)C(C)C)C(=O)NCCC1=CC(=CC=C1)CO